C(C=C)OC=1C=C(C=C(C1[C@H]1[C@@H](CCC(=C1)C)C(=C)C)O)CCCCC (1'R,2'R)-6-(Allyloxy)-5'-methyl-4-pentyl-2'-(prop-1-en-2-yl)-1',2',3',4'-tetrahydro-[1,1'-biphenyl]-2-ol